ClC=1C=NC=C(C1[C@@H](C)OC=1C=C2C(=NNC2=CC1OC)C=1C=NC(=C(C#N)C1)N1CC(C1)(C)CNC(C)C)Cl (R)-5-(5-(1-(3,5-dichloropyridin-4-yl)ethoxy)-6-methoxy-1H-indazol-3-yl)-2-(3-((isopropylamino)methyl)-3-methylazetidin-1-yl)nicotinonitrile